Cl.C(C)(C)(C)OC(COC1CCNCC1)=O 2-(piperidin-4-yloxy)acetic acid tert-butyl ester hydrochloride